tert-butyl (2-(N-(2-aminoethyl)sulfamoyl)ethyl)carbamate NCCNS(=O)(=O)CCNC(OC(C)(C)C)=O